6-((1-methyl-4-oxopiperidin-3-yl)methyl)-2-(3-(3-((4-methyl-4H-1,2,4-triazol-3-yl)methyl)oxetan-3-yl)phenyl)-4-(trifluoromethyl)isoindolin-1-one CN1CC(C(CC1)=O)CC1=CC(=C2CN(C(C2=C1)=O)C1=CC(=CC=C1)C1(COC1)CC1=NN=CN1C)C(F)(F)F